1-((3,4-dipropylheptyl)oxy)-1-oxoicosan-10-yl-1-methylpiperidine-4-carboxylate C(CC)C(CCOC(CCCCCCCCC(CCCCCCCCCC)OC(=O)C1CCN(CC1)C)=O)C(CCC)CCC